sulfhydryl-propionamide SC(C(=O)N)C